C(C)(C)(C)OC(=O)N1CCC(CC1)(C(=O)O)CC(F)F 1-(tert-butoxycarbonyl)-4-(2,2-difluoroethyl)piperidine-4-carboxylic acid